N-[4-chloro-2-[(di-2-propyl-lambda4-sulfanylidene)carbamoyl]-6-methylphenyl]-2-(3-chloro-2-pyridyl)-5-(trifluoromethyl)pyrazole-3-carboxamide ClC1=CC(=C(C(=C1)C)NC(=O)C=1N(N=C(C1)C(F)(F)F)C1=NC=CC=C1Cl)C(N=S(C(C)C)C(C)C)=O